2-(4,4-difluoroazepan-1-yl)-N-(3-(1-(1,3-dioxoisoindolin-2-yl)cyclopropyl)phenyl)quinoline-3-carboxamide FC1(CCN(CCC1)C1=NC2=CC=CC=C2C=C1C(=O)NC1=CC(=CC=C1)C1(CC1)N1C(C2=CC=CC=C2C1=O)=O)F